ethyl 3-((2-carbamoyl-4-(1-methyl-1H-pyrazol-4-yl) phenyl) amino)-3-oxopropionate C(N)(=O)C1=C(C=CC(=C1)C=1C=NN(C1)C)NC(CC(=O)OCC)=O